((4-((4-cyanophenyl)amino)-6,7-dihydrothieno[3,2-d]pyrimidin-2-yl)thio)-2-methylpropanoic acid C(#N)C1=CC=C(C=C1)NC=1C2=C(N=C(N1)SC(C(=O)O)(C)C)CCS2